CSC1=NC=C(C(=N1)NC1=CC=C(C=C1)[N+](=O)[O-])C(=O)Cl 2-(methylthio)-4-((4-nitrophenyl)amino)pyrimidine-5-carbonyl chloride